titanium isopropoxide CC([O-])C.[Ti+4].CC([O-])C.CC([O-])C.CC([O-])C